ClC1=C(C=CC(=C1)Cl)C=1OC(=C(N1)CCC(O)C1=C(C=C(C=C1)OC(CO)(C)C)C)C(C)C 3-(2-(2,4-dichlorophenyl)-5-isopropyloxazol-4-yl)-1-(4-((1-hydroxy-2-methylpropan-2-yl)oxy)-2-methylphenyl)propan-1-ol